C(C)(=O)OC(C)OC(C(C)C1=CC(=C(C=C1)C1=CC=CC=C1)F)=O (±)-2-(2-fluoro-4-biphenylyl)propionic acid-1-acetoxyethyl ester